C1(=CC=CC=C1)C1=NOC(=N1)C=1SC=CC1 3-phenyl-5-(thiophene-2-yl)-1,2,4-oxadiazole